ClC(C1=NC(=NC(=N1)C(Cl)(Cl)Cl)C(Cl)(Cl)Cl)(Cl)Cl 2,4,6-tris-(trichloromethyl)-1,3,5-triazine